(2-chloro-3-(1-(2,3,5,6-tetrafluoro-4-hydroxyphenoxy)-2,3-dihydro-1H-inden-4-yl)phenyl)-1,5-dimethyl-4,5,6,7-tetrahydro-1H-imidazo[4,5-c]pyridine-2-formamide ClC1=C(C=CC=C1C1=C2CCC(C2=CC=C1)OC1=C(C(=C(C(=C1F)F)O)F)F)C1N(CCC2=C1N=C(N2C)C(=O)N)C